(S)-8-chloro-4-((3-chloro-4-fluorophenyl)amino)-6-(((1-(oxetan-3-yl)-1H-1,2,3-triazol-4-yl)(pyridin-3-yl)methyl)amino)quinoline-3-carbonitrile ClC=1C=C(C=C2C(=C(C=NC12)C#N)NC1=CC(=C(C=C1)F)Cl)N[C@@H](C=1C=NC=CC1)C=1N=NN(C1)C1COC1